2-[4,6-dimethyl-2-(trifluoromethyl)pyrimidin-5-yl]sulfonyl-6-(oxan-4-ylmethyl)-2,6-diazaspiro[3.3]heptane CC1=NC(=NC(=C1S(=O)(=O)N1CC2(C1)CN(C2)CC2CCOCC2)C)C(F)(F)F